Potassium glutamate hydrate O.N[C@@H](CCC(=O)[O-])C(=O)[O-].[K+].[K+]